C1C(CC2=CC=CC=C12)NC1=NC=C(C=N1)C=1C=C(CNC(=O)N2CC3=C(CC2)NN=N3)C=CC1 N-(3-(2-((2,3-dihydro-1H-inden-2-yl)amino)pyrimidin-5-yl)benzyl)-1,4,6,7-tetrahydro-5H-[1,2,3]triazolo[4,5-c]pyridine-5-carboxamide